O=C1NC2(CCN(C2CO[C@@H]2CC[C@@H](CC2)C2=CC=CC=C2)C(=O)OCC2=CC=CC=C2)COC1 Benzyl (CIS)-7-oxo-1-({[(CIS)-4-phenylcyclohexyl]oxy}methyl)-9-oxa-2,6-diazaspiro[4.5]decane-2-carboxylate